4-[4-(5-chloro-2-methoxyphenyl)piperazin-1-yl]-3-{[(4-chlorophenyl)carbonyl]amino}benzoic acid ClC=1C=CC(=C(C1)N1CCN(CC1)C1=C(C=C(C(=O)O)C=C1)NC(=O)C1=CC=C(C=C1)Cl)OC